C1(=CC=CC=C1)S(=O)(=O)NC=1C=C(C=CC1)CCCCOC1=C(C=CC=C1)CCCC(=O)O 4-[2-[4-[3-(Benzenesulfonamido)phenyl]butoxy]phenyl]butanoic acid